[Si](C)(C)(C(C)(C)C)O[C@H]1[C@@H](O[C@@H]([C@H]1OCOC)CO[Si](C)(C)C(C)(C)C)N1CN=CC=C1 1-((2R,3R,4R,5R)-3-((tert-butyldimethylsilyl)oxy)-5-(((tert-butyldimethylsilyl)oxy)methyl)-4-(methoxymethoxy)tetrahydrofuran-2-yl)pyrimidine